(3,3-dimethyl-2-oxo-1-(pyridin-2-yl)-2,3-dihydro-1H-pyrrolo[2,3-b]pyridin-4-yl)-2-(trifluoromethyl)nicotinic acid CC1(C(N(C2=NC=CC(=C21)C2=NC(=C(C(=O)O)C=C2)C(F)(F)F)C2=NC=CC=C2)=O)C